FC(CN1N=C(C=2C1=NC(=NC2)N2CC1(CN(C1)C1=NC(=NC(=C1)C(F)(F)F)C)CC2)C)(C)F 1-(2,2-difluoropropyl)-3-methyl-6-(2-(2-methyl-6-(trifluoromethyl)pyrimidin-4-yl)-2,6-diazaspiro[3.4]octan-6-yl)-1H-pyrazolo[3,4-d]pyrimidine